C(C1=CC=CC=C1)OC=1C(=NC=C(C1)Br)C(=O)OC methyl 3-(benzyloxy)-5-bromopicolinate